(1R,3s,5S)-1,5-dimethyl-9-azabicyclo[3.3.1]nonan CC12CCCC(CCC1)(N2)C